(R)-(3,3-difluorocyclobutyl)(6-(2-(2-propanyl)-2H-pyrazolo[3,4-b]pyridin-5-yl)thieno[2,3-b]pyridin-2-yl)methanol FC1(CC(C1)[C@@H](O)C1=CC=2C(=NC(=CC2)C2=CC=3C(N=C2)=NN(C3)C(C)C)S1)F